NC1=C(SC=2N=C(N=C(C21)C)C)C(=O)NC2CC=1C(=CC(=NC1CC2)N2CC(C(C2)OC(COC)C)N)F 5-amino-N-(2-{3-amino-4-[(1-methoxypropan-2-yl)oxy]pyrrolidin-1-yl}-4-fluoro-5,6,7,8-tetrahydroquinolin-6-yl)-2,4-dimethylthieno[2,3-d]pyrimidine-6-carboxamide